CC=1C=C(C=CC1[N+](=O)[O-])CC(=O)O 2-(3-methyl-4-nitrophenyl)acetic acid